COC1=CC=C(C=C1)SC1=C(C=C(S1)C(C)=O)[N+](=O)[O-] 1-{5-[(4-methoxyphenyl)thio]-4-nitrothiophen-2-yl}ethan-1-one